FC=1C=C(C=CC1N1CCN(CC1)C)NC=1N=CC2=C(N1)N(C(=C2F)C2CC2)C2=CC=CC(=N2)C(C)(C)O 2-(6-(2-((3-fluoro-4-(4-methylpiperazin-1-yl)phenyl)amino)-5-fluoro-6-cyclopropyl-7H-pyrrolo[2,3-d]pyrimidin-7-yl)pyridin-2-yl)propan-2-ol